1-((R)-1-(2,4-dichlorophenyl)ethyl)-1H-pyrazolo[3,4-b]Pyrazine-3-carbonitrile ClC1=C(C=CC(=C1)Cl)[C@@H](C)N1N=C(C=2C1=NC=CN2)C#N